(R)-2-((4-(2-(4-chloro-2-fluorophenyl)-2H-chromene-8-yl)piperidin-1-yl)methyl)-3-((1-(fluoromethyl)cyclopropyl)methyl)-3H-imidazo[4,5-b]pyridine-5-carboxylic acid ClC1=CC(=C(C=C1)[C@@H]1OC2=C(C=CC=C2C=C1)C1CCN(CC1)CC1=NC=2C(=NC(=CC2)C(=O)O)N1CC1(CC1)CF)F